ClC=1C=C(C=CC1)C1=CC=C(C=C1)OC 3-Chloro-4'-methoxy-1,1'-biphenyl